2,N4-diisopropyl-1,3,5-triazine-2,4-diamine C(C)(C)C1(NC=NC(=N1)NC(C)C)N